O[C@H]1C[C@@H]2CC[C@H]3[C@@H]4CCC([C@@]4(C)CC[C@@H]3[C@]2(CC1)C)=O (3α,5α)-3-hydroxy-androstan-17-one